O([C@@H]1[C@@H](O)[C@@H](O)[C@H](O)[C@H](O1)CO)C1=CC=C(C=C1)N=C=S 4-Isothiocyanatophenyl alpha-D-Mannopyranoside